C(C)(C)(C)C1=C(OC2=C(C=C(C=C2)C=2C=3C(NC(C2)=O)=NNC3)OC)C=CC(=C1)CC 4-[4-(2-Tert-butyl-4-ethylphenoxy)-3-methoxyphenyl]-2H,6H,7H-pyrazolo[3,4-b]pyridin-6-one